OC1=C(C(=C2C(=N1)C(CC2)(C)C)C2=C1C=NN(C1=CC=C2C)C2OCCCC2)C#N 2-hydroxy-7,7-dimethyl-4-(5-methyl-1-(tetrahydro-2H-pyran-2-yl)-1H-indazol-4-yl)-6,7-dihydro-5H-cyclopenta[b]pyridine-3-carbonitrile